(R)-2-((2,2-dimethyl-1,3-dioxolan-4-yl)methyl)-8-(2-fluoro-4-iodoanilino)-2,6-naphthyridin-1(2H)-one CC1(OC[C@H](O1)CN1C(C2=C(C=NC=C2C=C1)NC1=C(C=C(C=C1)I)F)=O)C